3-(4-((2-(3,5-dimethylphenoxy)benzyl)oxy)phenyl)propionic acid CC=1C=C(OC2=C(COC3=CC=C(C=C3)CCC(=O)O)C=CC=C2)C=C(C1)C